NC1(CCN(CC1)C=1C2=CN(N=C2C(=CC1)C(=O)NC=1C=C(C=2N(C1)C=C(N2)C)F)CC)C 4-(4-amino-4-methylpiperidin-1-yl)-2-ethyl-N-{8-fluoro-2-methylimidazo[1,2-a]pyridin-6-yl}indazole-7-carboxamide